5-cyclopropyl-3-(2,6-dichlorophenyl)-1,2-oxazole-4-carboxylic acid (1S,4S,5R)-2-(4-cyano-2-fluorophenyl)-2-azabicyclo[2.2.1]heptane-5-yl ester C(#N)C1=CC(=C(C=C1)N1[C@@H]2C[C@H]([C@H](C1)C2)OC(=O)C=2C(=NOC2C2CC2)C2=C(C=CC=C2Cl)Cl)F